NC=1C=C(C=CC1O)C(C(F)(F)F)(C(F)(F)F)C1=CC(=C(C=C1)O)N 2,2-bis-(3-amino-4-hydroxyphenyl)-hexafluoropropane